ClC1=CC=C(C(=N1)C=1C=CC2=C(C=NOB2O)C1)N[C@@H](C)C=1C=C(C=C2C(C(=C(OC12)C1CC1)C)=O)C 8-[(1S)-1-[[6-chloro-2-(1-hydroxy-2,3,1-benzoxazaborinin-6-yl)-3-pyridyl]amino]ethyl]-2-cyclopropyl-3,6-dimethyl-chromen-4-one